3-[(1S,2R)-2-(4-chloro-3-methylphenyl)cyclopropyl]-1-cyclopropyl-1-[(3R)-1-(pyridazin-3-yl)piperidin-3-yl]urea ClC1=C(C=C(C=C1)[C@@H]1[C@H](C1)NC(N([C@H]1CN(CCC1)C=1N=NC=CC1)C1CC1)=O)C